CC1(C(C(OC1)=O)=O)C 4,4-dimethyldihydrofurane-2,3-dione